4-(6-(5-((2,4-difluorobenzyl)amino)-6-methoxypyridin-3-yl)quinazolin-4-yl)piperazine FC1=C(CNC=2C=C(C=NC2OC)C=2C=C3C(=NC=NC3=CC2)N2CCNCC2)C=CC(=C1)F